CN(N)C(=O)OC methyl 1-methylhydrazine-1-carboxylate